Methyl 3-[5-Acetyl-4-Fluorothiophen-2-yl]-3-(3-{[(4-Methylbenzyl) Oxy] Methyl}-4-Methylphenyl)-2-Methylpropanoate C(C)(=O)C1=C(C=C(S1)C(C(C(=O)OC)C)C1=CC(=C(C=C1)C)COCC1=CC=C(C=C1)C)F